C(C)N1C(C(=C)CC1=O)=O N-ethylitaconimide